Diethyl (4-((2-cyano-5H-pyrido[3,2-b]indol-5-yl)methyl)benzyl)phosphonate C(#N)C=1C=CC=2N(C=3C=CC=CC3C2N1)CC1=CC=C(CP(OCC)(OCC)=O)C=C1